C1(CCCCC1)C1=CC=C2C=C(C(NC2=C1)=O)C(=O)OCC ethyl 7-cyclohexyl-2-oxo-1,2-dihydroquinoline-3-carboxylate